6-((2S,4R)-2-((1,1-difluoropropoxy)methyl)-4-(4-(trifluoromethyl)phenoxy)pyrrolidin-1-yl)nicotinic acid FC(CC)(OC[C@H]1N(C[C@@H](C1)OC1=CC=C(C=C1)C(F)(F)F)C1=NC=C(C(=O)O)C=C1)F